C(#N)[C@@H]1C[C@@H](CC1)N(C(=O)[C@H]1OCCN1S(=O)(=O)C1=CC=C(C)C=C1)CC1=CC=C(C=C1)Cl |o1:2,4,&1:10| (2RS)-N-((1R*,3S*)-3-Cyanocyclopentyl)-N-(4-chlorobenzyl)-3-tosyloxazolidine-2-carboxamide